1-[6-[1-[[2-[(3-fluorophenyl)methoxy]phenyl]methyl]pyrrolidin-2-yl]-2-pyridyl]-N,N-dimethyl-methanamine FC=1C=C(C=CC1)COC1=C(C=CC=C1)CN1C(CCC1)C1=CC=CC(=N1)CN(C)C